NC1=C2N=C(N(C2=NC=N1)CCNC(C)=O)SC1=CC2=C(OCO2)C=C1C=1OC=CC1 N-(2-(6-amino-8-((6-(furan-2-yl)benzo[d][1,3]dioxol-5-yl)thio)-9H-purin-9-yl)ethyl)acetamide